2,4,6-trimethylphenylglyoxalylphosphine oxide CC1=C(C(=CC(=C1)C)C)P(C(C=O)=O)=O